FC=1C=CC(=NC1)C=1C(=NN(C1)C)C(=O)O 4-(5-fluoropyridin-2-yl)-1-methyl-1H-pyrazole-3-carboxylic acid